C(#N)C1=CC(=C(C=C1)C1(CCC=2N1C=NC2)C(=O)OCC2=CC=C(C=C2)F)OC(F)(F)F 4-fluorobenzyl 5-(4-cyano-2-trifluoromethoxyphenyl)-6,7-dihydro-5H-pyrrolo[1,2-c]imidazole-5-carboxylate